C1(=CC=CC=C1)COCCNCCNCCNCC(=O)O 1-phenyl-2-oxa-5,8,11-triazatridecan-13-oic acid